CN(C(=O)[C@@H](C)NC(=O)C1=CC2=C(N(C(=N2)NC=2SC3=C(N2)C=CC(=C3)Cl)C)C=C1)C 2-(6-Chloro-benzothiazol-2-ylamino)-1-methyl-1H-benzoimidazole-5-carboxylic acid ((R)-1-dimethylcarbamoyl-ethyl)-amide